(E)-4-(4-((2-(2-fluoro-4-(trifluoromethyl)styryl)oxazol-4-yl)methoxy)phenyl)butan-1-ol FC1=C(/C=C/C=2OC=C(N2)COC2=CC=C(C=C2)CCCCO)C=CC(=C1)C(F)(F)F